C(CCC\C=C/CC)OC(CCC(=O)OCCCCCCN(CCCCCCCC(=O)OCCCCCCCCC)CCCO)OCCCC\C=C/CC nonyl 8-((6-((4,4-bis(((Z)-oct-5-en-1-yl)oxy)butanoyl)oxy)hexyl)(3-hydroxypropyl)amino)octanoate